ClC=1C=C(C=CC1)N1CCN(CC1)CC1=NC(=NC(=N1)NC1=CC2=C(OCCO2)C=C1)N 6-((4-(3-chlorophenyl)piperazin-1-yl)methyl)-N2-(2,3-dihydrobenzo[b][1,4]dioxin-6-yl)-1,3,5-triazine-2,4-diamine